ethyl 7-chloro-1-ethylpyrrolo[2,3-c]pyridine-2-carboxylate ClC=1N=CC=C2C1N(C(=C2)C(=O)OCC)CC